(pyridin-4-yl)-4-(3-(trifluoromethyl)piperazin-1-yl)pyrido[3,4-d]pyrimidine N1=CC=C(C=C1)C=1N=C(C2=C(N1)C=NC=C2)N2CC(NCC2)C(F)(F)F